(1S,3aS,6aR)-N-((S)-1-cyano-2-((R)-2-oxopiperidin-3-yl)ethyl)-2-(4-(difluoromethyl)-7-chloro-1H-indole-2-carbonyl)-5,5-difluorooctahydrocyclopenta[c]pyrrole-1-carboxamide C(#N)[C@H](C[C@@H]1C(NCCC1)=O)NC(=O)[C@H]1N(C[C@@H]2[C@H]1CC(C2)(F)F)C(=O)C=2NC1=C(C=CC(=C1C2)C(F)F)Cl